bismuth 2-acetylhexanoate C(C)(=O)C(C(=O)[O-])CCCC.[Bi+3].C(C)(=O)C(C(=O)[O-])CCCC.C(C)(=O)C(C(=O)[O-])CCCC